NCC(CC=C)(CC=C)O 4-aminomethyl-1,6-heptadien-4-ol